3-((2-chlorobenzyl)amino)-5-(2-chlorophenoxy)-4H-benzo[e][1,2,4]thiadiazine 1,1-dioxide ClC1=C(CNC2=NS(C3=C(N2)C(=CC=C3)OC3=C(C=CC=C3)Cl)(=O)=O)C=CC=C1